phenyl (6-oxo-1,4,5,6-tetrahydropyridazin-3-yl)carbamate O=C1CCC(=NN1)NC(OC1=CC=CC=C1)=O